C=C(C(=O)OCC(=O)O)CC(O[C@@H]1[C@@]2(CC[C@H](C1)C2(C)C)C)=O 2-((2-methylene-4-oxo-4-(((1R,2S,4R)-1,7,7-trimethylbicyclo[2.2.1]heptan-2-yl)oxy)butanoyl)oxy)acetic acid